di-(2-ethylhexyl) phosphonate P(OCC(CCCC)CC)(OCC(CCCC)CC)=O